FC(C=1C=C(C=C(C1)C(F)(F)F)[SiH](C)C)(F)F 3,5-Bis(trifluoromethyl)phenyldimethylsilane